COCCCC=1C=C(C(=NC1)C=1C=C2COC(C2=CC1)=O)N1CCC(CC1)C(=O)O 1-(5-(3-Methoxypropyl)-2-(1-Oxo-1,3-Dihydroisobenzofuran-5-yl)pyridin-3-yl)piperidine-4-carboxylic acid